C(C)(C)(C)OC(N(C)CC(=O)NN)=O.CC=1NC(=C(C1C(C)=O)C1=CC=C(C=C1)N1CCCCC1)C=1NC=2C(=NC(=CC2)N2CCN(CC2)C)N1 1-{2-methyl-5-[5-(4-methylpiperazin-1-yl)-1H-imidazo[4,5-b]pyridin-2-yl]-4-[4-(piperidin-1-yl)phenyl]-1H-pyrrol-3-yl}ethan-1-one tert-butyl-(2-hydrazinyl-2-oxoethyl)(methyl)carbamate